4-(2'-carboxyphenyl)-4-oxobutyryl-CoA CC(C)(COP(=O)(O)OP(=O)(O)OC[C@@H]1[C@H]([C@H]([C@@H](O1)N2C=NC3=C(N=CN=C32)N)O)OP(=O)(O)O)[C@H](C(=O)NCCC(=O)NCCSC(=O)CCC(=O)C4=CC=CC=C4C(=O)O)O